CC1(NCC(C12C(NC1=CC=CC=C12)=O)C1=CC=CC=C1)C 2',2'-dimethyl-2-oxo-4'-phenylspiro[indoline-3,3'-pyrrolidine]